2-fluoro-3-(6-(pyridin-3-yloxy)pyridin-2-yl)phenol FC1=C(C=CC=C1C1=NC(=CC=C1)OC=1C=NC=CC1)O